ethyl (S)-6-(tert-butyl)-11-(furan-3-yl)-2-oxo-6,7-dihydro-2H-benzofuro[2,3-a]quinolizine-3-carboxylate C(C)(C)(C)[C@@H]1CC2=C(C3=CC(C(=CN13)C(=O)OCC)=O)OC1=C2C=CC=C1C1=COC=C1